ClC=1C=C(C=CC1F)[C@@H](NC(=O)N1[C@@H](C(NCC1)=O)C)C1CC2CCC(C1)C2(F)F (2R)-N-((S)-(3-chloro-4-fluorophenyl)(8,8-difluorobicyclo[3.2.1]octan-3-yl)methyl)-2-methyl-3-oxopiperazine-1-carboxamide